FC1=NC(=CC=C1N1CCN(CC1)CC=1C=CC=2C=3N(C(NC2C1F)=O)N=CC3)C(NC)=O 8-((4-(2-fluoro-6-(methylcarbamoyl)pyridin-3-yl)piperazin-1-yl)methyl)-7-fluoropyrazolo[1,5-c]quinazolin-5(6H)-one